2-[p-(bromomethyl)phenyl]propionic acid CC(C1=CC=C(C=C1)CBr)C(=O)O